C(C)(C)[N-]CCCCCCCCCC=C N-isopropyl-N-vinylnonylamide